C1(=CC=CC=C1)S(=O)(=O)[O-].C(C)(C)(C)C1=C(C=CC=C1)[S+](C1=C(C=CC=C1)C(C)(C)C)C1=C(C=CC=C1)C(C)(C)C tris(t-butylphenyl)sulfonium benzenesulfonate